Tert-butyl (3S)-3-{5-[(tert-butoxycarbonyl)(cyclopentyl)amino]-4-carbamoyl-3-[2-(1-cyclopropyl-6-fluoro-1,3-benzodiazol-5-yl)ethynyl]pyrazol-1-yl}pyrrolidine-1-carboxylate C(C)(C)(C)OC(=O)N(C1=C(C(=NN1[C@@H]1CN(CC1)C(=O)OC(C)(C)C)C#CC1=CC2=C(N(C=N2)C2CC2)C=C1F)C(N)=O)C1CCCC1